CS(=O)C=1OC(=NN1)C=1N=C(SC1)C1=C(C=CC=C1)Cl 2-(methylsulfinyl)-5-(2-(o-chlorophenyl)thiazol-4-yl)-1,3,4-oxadiazole